4-(difluoromethoxy)-2,6-difluorobenzonitrile FC(OC1=CC(=C(C#N)C(=C1)F)F)F